3-Benzothiazol-2-yl-7-hydroxy-chromen-2-one S1C(=NC2=C1C=CC=C2)C=2C(OC1=CC(=CC=C1C2)O)=O